O=C1NC(CCC1N1C(N(C2=C1C=CC(=C2)C#CCCCCC(=O)O)C)=O)=O 7-[1-(2,6-dioxopiperidin-3-yl)-3-methyl-2-oxo-1,3-benzodiazol-5-yl]hept-6-ynoic acid